7-Bromo-2,3-dihydrobenzofuran-5-ol BrC1=CC(=CC=2CCOC21)O